CC1=NC=C2N1C3=C(C=C(C=C3)Cl)C(=NC2O[C@H]4[C@@H]([C@H]([C@@H]([C@H](O4)C(=O)O)O)O)O)C5=CC=CC=C5F The molecule is a beta-D-glucosiduronic acid that is beta-D-glucuronic acid in which the anomeric hydroxyl hydrogen has been replaced by a 8-chloro-6-(2-fluorophenyl)-1-methyl-4H-imidazo[1,5-a][1,4]benzodiazepin-4-yl group. It is the glucuronidated conjugate of the midazolam metabolite, 4-hydroxymidazolam. It has a role as a drug metabolite and a human urinary metabolite. It is a beta-D-glucosiduronic acid, a monosaccharide derivative, an imidazobenzodiazepine, a member of monofluorobenzenes and an organochlorine compound. It derives from a 4-hydroxymidazolam.